C(=O)=C1C(=C(C=NN1)NC(CON=CC)C)C(F)(F)F acetaldehyde O-(2-((6-carbonyl-5-(trifluoromethyl)-1,6-dihydropyridazin-4-yl)amino)propyl) oxime